methyl-(R)-(-)-mandelic acid C[C@@](C(=O)O)(O)C1=CC=CC=C1